[N+](=O)([O-])C1=CC=C(C=C1)N1CCC(CC1)CN1CC2(CCN(C2)C(=O)OC(C)(C)C)CC1 tert-butyl 7-[[1-(4-nitrophenyl)-4-piperidyl]methyl]-2,7-diazaspiro[4.4]nonane-2-carboxylate